palladium (II) bis(oxalate) hydrate O.C(C(=O)[O-])(=O)[O-].C(C(=O)[O-])(=O)[O-].[Pd+2].[Pd+2]